COC1=CC=C(C=C1)NC(=O)N1CCCCN2[C@@H]([C@@H]([C@@H]2C1)C1=CC=C(C=C1)C#CC1=CC=CC=C1)CNC (8R,9S,10S)-N-(4-methoxyphenyl)-10-[(methylamino)methyl]-9-[4-(2-phenylethynyl)phenyl]-1,6-diazabicyclo[6.2.0]decane-6-carboxamide